(R)-4-(5-methylthiazol-2-yl)-2-((tetrahydro-2H-pyran-4-yl)methyl)-N-(1-(2-(trifluoromethyl)pyrimidin-5-yl)ethyl)-2H-indazole-6-carboxamide CC1=CN=C(S1)C=1C2=CN(N=C2C=C(C1)C(=O)N[C@H](C)C=1C=NC(=NC1)C(F)(F)F)CC1CCOCC1